5-(1-(3-fluoropropyl)piperidin-4-yl)-2-(4-isopropyl-5-(8-methoxy-[1,2,4]triazolo[1,5-a]pyridin-6-yl)-1H-pyrazol-3-yl)-4-methylthiazole FCCCN1CCC(CC1)C1=C(N=C(S1)C1=NNC(=C1C(C)C)C=1C=C(C=2N(C1)N=CN2)OC)C